IC=1C(=C(C(=C(C1)[2H])[2H])N1C2=C(C(=C(C(=C2C=2C(=C(C(=C(C12)[2H])[2H])[2H])[2H])[2H])[2H])[2H])[2H])[2H] 9-(3-iodophenyl-2,5,6-d3)-9H-carbazole-1,2,3,4,5,6,7,8-d8